COC(=O)C1CC(C1)C1=C(C=CC=C1)F 3-(2-fluorophenyl)cyclobutane-1-carboxylic acid methyl ester